C(CCCCCC)C1=C(C(=CC=C1)O)O 3-Heptylbenzene-1,2-diol